sodium 2,6-di-tert-butylnaphthalenesulfonate CC(C)(C)C1=CC2=C(C=C1)C=CC(=C2S(=O)(=O)[O-])C(C)(C)C.[Na+]